(9-ethyl-8-(pyridin-4-yl)-2-((2-(m-tolyl)hydrazono)methyl)-9H-purin-6-yl)morpholine C(C)N1C2=NC(=NC(=C2N=C1C1=CC=NC=C1)N1CCOCC1)C=NNC=1C=C(C=CC1)C